F[C@H]1[C@H](C1)C(=O)NC1=NC=NC(=C1)C1=NN(C=C1NC=1C=NC(=CC1C)C(CC)=O)C (1R,2R)-2-fluoro-N-(6-(1-methyl-4-((4-methyl-6-propionylpyridin-3-yl)amino)-1H-pyrazol-3-yl)pyrimidin-4-yl)cyclopropane-1-carboxamide